C(CC)N1N=C(C=C1)C=1C=NC(=NC1)N1C=CC=2C1=CN=CC2 1-[5-(1-propyl-1H-pyrazol-3-yl)pyrimidin-2-yl]-1H-pyrrolo[2,3-c]pyridine